bis(2,2,3,3-tetrafluoropropyl) phosphate P(=O)(OCC(C(F)F)(F)F)(OCC(C(F)F)(F)F)[O-]